N=1N(N=CC1)C1=C(C=CC=C1)C(=O)N1C(CCC(CC1)NC1=NC(=CC=C1)C(C)O)C (2-(2H-1,2,3-triazol-2-yl)phenyl)(5-((6-(1-hydroxyethyl)pyridin-2-yl)amino)-2-methylazepan-1-yl)methanone